tert-butyl 4-[(7-[[2-fluoro-4-(pyrazol-1-yl)phenyl]amino]-1,6-naphthyridin-2-yl)sulfanyl]piperidine-1-carboxylate FC1=C(C=CC(=C1)N1N=CC=C1)NC1=NC=C2C=CC(=NC2=C1)SC1CCN(CC1)C(=O)OC(C)(C)C